(Z)-2-fluoro-3-((2-methyl-7-(methylthio)-1,1-dioxido-5-phenyl-4,5-dihydro-2H-spiro[benzo[f][1,2,5]thiadiazepine-3,1'-cyclobutan]-8-yl)oxy)acrylic acid F\C(\C(=O)O)=C/OC1=CC2=C(N(CC3(CCC3)N(S2(=O)=O)C)C2=CC=CC=C2)C=C1SC